N-((6-((1H-indazol-4-yl)methyl)-4-methyl-5-oxo-5,6-dihydro-4H-thiazolo[5',4':4,5]pyrrolo[2,3-d]pyridazin-2-yl)methyl)methanesulfonamide N1N=CC2=C(C=CC=C12)CN1N=CC2=C(C1=O)N(C1=C2SC(=N1)CNS(=O)(=O)C)C